N=1CCC=2C1C(N=CC2)=O 2,3-dihydro-7H-pyrrolo[2,3-c]pyridin-7-one